ClC=1C=C(C(=O)N[C@@H](C)C2=NC(=NN2C2=NC=C(C=C2)C#N)OC)C=C(C1)C(F)(F)F 3-chloro-N-{(1S)-1-[1-(5-cyanopyridin-2-yl)-3-methoxy-1H-1,2,4-triazol-5-yl]ethyl}-5-(trifluoromethyl)benzamide